N1C(=CC2=CC=CC=C12)NP indolylaminophosphine